(S)-(-)-2,2'-Bis(diphenylphosphino)-5,5',6,6',7,7',8,8'-octahydro-1,1'-binaphthyl C1CCC2=C(C1)C=CC(=C2C3=C(C=CC4=C3CCCC4)P(C5=CC=CC=C5)C6=CC=CC=C6)P(C7=CC=CC=C7)C8=CC=CC=C8